N-[[6-[(3-Methoxyphenyl)methoxy]-2-pyridyl]sulfonyl]-2-(2,2,4-trimethylpyrrolidin-1-yl)pyridin-3-carboxamid COC=1C=C(C=CC1)COC1=CC=CC(=N1)S(=O)(=O)NC(=O)C=1C(=NC=CC1)N1C(CC(C1)C)(C)C